CC1(C(OC2(CCNCC2)CN(CC(CC(CC(C1=O)C)C)C)C)=O)C 9,9,11,13,15,17-hexamethyl-7-oxa-3,17-diazaspiro[5.12]octadecane-8,10-dione